NC1=CC=C(C=N1)OC1=CC(=NC=C1)C=1C=NN(C1)CCNC(OC(C)(C)C)=O tert-butyl (2-(4-(4-((6-aminopyridin-3-yl)oxy)pyridin-2-yl)-1H-pyrazol-1-yl)ethyl)carbamate